Br.COC1=CC=C(CN2C(SC3=C2CCCC3)=N)C=C1 3-(4-Methoxybenzyl)-4,5,6,7-tetrahydrobenzo[d]thiazol-2(3H)-imine hydrobromide